C(=O)(OC(C)(C)C)N1CCC(CC1)C1=C(C=CC=C1)C(=O)O 1-Boc-4-(2-carboxyphenyl)piperidine